N[C@H]1C(N(CC1)C1=CC=CC=C1)=O (3R)-3-amino-1-phenylpyrrolidin-2-one